(R)-1-(thiophen-3-yl)propan-2-ol S1C=C(C=C1)C[C@@H](C)O